CN(C)CCCC(C#N)C dimethylaminopropyl-(propionitrile)